ClC1=C(C=C(OCC(=O)NC23CC(C2)(C3)C(=O)NC(CC3=CC=C(C=C3)F)C)C=C1)F 3-[2-(4-chloro-3-fluorophenoxy)acetamido]-N-[1-(4-fluorophenyl)propan-2-yl]bicyclo[1.1.1]pentane-1-carboxamide